N-((3R,4S)-1-(2-methoxyethyl)-4-(2-(trifluoromethyl)phenyl)pyrrolidin-3-yl)-3-(2-methylpyridin-4-yl)-1H-pyrazolo[3,4-b]pyridine-5-amide COCCN1C[C@@H]([C@H](C1)C1=C(C=CC=C1)C(F)(F)F)NC(=O)C=1C=C2C(=NC1)NN=C2C2=CC(=NC=C2)C